NC1=NC(=C2N=CN(C2=N1)[C@H]1C=C[C@H](C1)COP(=O)(OC1=CC2=CC=CC=C2C=C1)N[C@@H](C)C(=O)OC(C)C)OC Isopropyl ((((1S,4R)-4-(2-amino-6-methoxy-9H-purin-9-yl)cyclopent-2-en-1-yl)methoxy)(naphthalen-2-yloxy)phosphoryl)-L-alaninate